CN1N=C2C(N=CC(=C2)C=2C=CC(=C(C2)O)C2=CN=C(N=N2)N2C[C@@H](NCC2)C(C)C)=N1 5-(2-methyl-2H-[1,2,3]triazolo[4,5-b]pyridin-6-yl)-2-{3-[(3S)-3-(propan-2-yl)piperazin-1-yl]-1,2,4-triazin-6-yl}phenol